(2S,4R)-1-((S)-2-(4-aminobutanoylamino)-3,3-dimethylbutyryl)-4-hydroxy-N-((S)-1-(4-(4-methylthiazol-5-yl)phenyl)ethyl)pyrrolidine-2-carboxamide NCCCC(=O)N[C@H](C(=O)N1[C@@H](C[C@H](C1)O)C(=O)N[C@@H](C)C1=CC=C(C=C1)C1=C(N=CS1)C)C(C)(C)C